CN1N=C(C=C1C)NC1=NC=C(C(=N1)C1=CNC2=C(C=CC=C12)NC(CN1CC(C1)OC1=NOC(=C1)C(=O)OC)=O)C methyl 3-((1-(2-((3-(2-((1,5-dimethyl-1H-pyrazol-3-yl)amino)-5-methylpyrimidin-4-yl)-1H-indol-7-yl)amino)-2-oxoethyl)azetidin-3-yl)oxy)isoxazole-5-carboxylate